tert-butyl (R)-3-((4-(4-chloro-7,7-dimethyl-5-oxo-5,7-dihydroindolo[1,2-a]quinazolin-9-yl)piperidin-1-yl)methyl)pyrrolidine-1-carboxylate ClC=1C=2C(N=C3N(C2C=CC1)C1=CC=C(C=C1C3(C)C)C3CCN(CC3)C[C@@H]3CN(CC3)C(=O)OC(C)(C)C)=O